C(C)C1=NC(=CC=C1NC1=NC=C(C(=N1)C1=CC2=C(C(N(CCS2(=O)=O)C)=O)S1)C(F)(F)F)N1C[C@H](NCC1)C (R)-7-(2-((2-ethyl-6-(3-methylpiperazin-1-yl)pyridin-3-yl)amino)-5-(trifluoromethyl)pyrimidin-4-yl)-4-methyl-3,4-dihydrothieno[2,3-f][1,4]thiazepin-5(2H)-one 1,1-dioxide